1-(2-((5-(6-bromo-1H-indazol-4-yl)-1,3,4-thiadiazol-2-yl)methyl)imidazo[1,2-a]pyridin-6-yl)-N-(cyclobutylmethyl)methylamine BrC1=CC(=C2C=NNC2=C1)C1=NN=C(S1)CC=1N=C2N(C=C(C=C2)CNCC2CCC2)C1